1-[(4-methylphenyl)dioxy-λ6-thio]-5-[4-(4-methylpiperazin-1-yl)phenyl]-3-(1-methylpyrazol-4-yl)pyrrolo[2,3-b]pyridine CC1=CC=C(C=C1)OO[SH4]N1C=C(C=2C1=NC=C(C2)C2=CC=C(C=C2)N2CCN(CC2)C)C=2C=NN(C2)C